COC1=CC=CC=2N(C3=CC=CC(=C3C(C12)C1=CC=C(C=C1)OC)OC)C 1,8-dimethoxy-9-(4-methoxyphenyl)-10-methylacridine